ClC1=C(C=CC=C1)NC1=CC(=NC(=C1)C(NC1CC2=CC=CC=C2C1)=O)NC(OC(C)(C)C)=O Tert-butyl (4-((2-chlorophenyl)amino)-6-((2,3-dihydro-1H-inden-2-yl)carbamoyl)pyridin-2-yl)carbamate